(E)-N-(3-fluoro-4-methylphenyl)-3-(3-methyl-1H-indazol-6-yl)acrylamide FC=1C=C(C=CC1C)NC(\C=C\C1=CC=C2C(=NNC2=C1)C)=O